1-(2-bromo-phenylsulfanyl)-2,4-dimethyl-benzene BrC1=C(C=CC=C1)SC1=C(C=C(C=C1)C)C